C(N)(=O)C1=CC(=NC2=C1N=CN=C2N[C@@H]2CN(CCC2)C(=O)OC(C)(C)C)C2=CC=C(C=C2)CN2C[C@H](O[C@@H](C2)C)C tert-butyl (3S)-3-[[8-carbamoyl-6-(4-[[(2R,6R)-2,6-dimethylmorpholin-4-yl]methyl]phenyl)pyrido[3,2-d]pyrimidin-4-yl]amino]piperidine-1-carboxylate